ClCC(=O)OCC(=O)O chloroacetoxyacetic acid